C(CCCCC)C(C(=O)N1[C@@H](CCC1)C(=O)OCCCCCCN(CCCCCCOC([C@H]1N(CCC1)C(C(CCCCCCCC)CCCCCC)=O)=O)CCCCO)CCCCCCCC ((4-Hydroxybutyl)azanediyl)bis(hexane-6,1-diyl) bis((2-hexyldecanoyl)prolinate)